racemic-2-(methylthio)-7H-pyrrolo[2,3-d]pyrimidine-6-carbonitrile CSC=1N=CC2=C(N1)NC(=C2)C#N